CN1C=CC=2C1=C(N=CC2)N(C(=O)N2CCC(CC2)N2N=NC=C2)[C@H]2CNCCC2 (R)-N-(1-methyl-1H-pyrrolo[2,3-c]pyridin-7-yl)-N-(piperidin-3-yl)-4-(1H-1,2,3-triazol-1-yl)piperidine-1-carboxamide